4-[4-[(2,6-dioxo-3-piperidyl)amino]phenyl]-3,3-difluoro-piperidine-1-carboxylate O=C1NC(CCC1NC1=CC=C(C=C1)C1C(CN(CC1)C(=O)[O-])(F)F)=O